N-nitrosocarboxamide N(=O)NC=O